C(CCCCC)C(C(=O)N1[C@@H](CCC1)C(=O)OCCCCCC(CCCCCOC(C(CCCCCCCC)CCCCCC)=O)N(C)CCCCO[Si](C1=CC=CC=C1)(C1=CC=CC=C1)C(C)(C)C)CCCCCCCC 6-((4-((tert-Butyldiphenylsilyl)oxy)butyl)(methyl)amino)-11-((2-hexyldecanoyl)oxy)-undecyl (2-hexyldecanoyl)prolinate